O=C([C@H](O)[C@@H](O)[C@@H](O)[C@H](O)C(=O)OCC)OCC diethyl galactarate